BrC1C=C(C(S1)=C1SC(C(=C1)F)=C1SC(C=C1F)(C=1SC=CC1C(=O)OCC(CCCCCC)CCCC)Br)C(=O)OCC(CCCCCC)CCCC bis(2-butyloctyl) 5,5''-dibromo-3'',4'-difluoro-[2,2':5',2'':5'',2'''-quaterthiophene]-3,3'''-dicarboxylate